C12CNCC(CC1)N2C=2C(=C1CN(C(C1=CC2F)=O)C2C(NC(CC2)=O)=O)F 3-(5-(3,8-diazabicyclo[3.2.1]octan-8-yl)-4,6-difluoro-1-oxoisoindolin-2-yl)piperidine-2,6-dione